CC1=C(SC(=C1)C1=NO[C@@](C1)(C(F)(F)F)C1=CC(=C(C(=C1)Cl)Cl)Cl)C(=O)NCC(NCC#C)=O 3-methyl-N-[2-oxo-2-[(2-propyn-1-yl)amino]ethyl]-5-[(5R)-5-(3,4,5-trichlorophenyl)-5-(trifluoromethyl)-4H-isoxazol-3-yl]thiophene-2-carboxamide